C1(CC1)C1=C(OC2=CC=C(C=C2)B(O)O)C=CC=C1 [4-(2-cyclopropylphenoxy)phenyl]boronic acid